BrC=1C(=NN(C1)CC)C1=CC=C(C=C1)F 4-bromo-1-ethyl-3-(4-fluorophenyl)-1H-pyrazole